C(C)(C)(C)OC(=O)N1C[C@@H](N(CC1)C1=C(C=C(C(=C1)OC)[N+](=O)[O-])F)CCO (S)-4-(2-fluoro-5-methoxy-4-nitrophenyl)-3-(2-hydroxyethyl)piperazine-1-carboxylic acid tert-butyl ester